[5-(4-aminocinnolin-7-yl)-4-methoxy-2-(trifluoromethyl)phenyl]boronic acid formic acid salt C(=O)O.NC1=CN=NC2=CC(=CC=C12)C=1C(=CC(=C(C1)B(O)O)C(F)(F)F)OC